C(CCC)C1=NC=2C(=C3C(=NC2NC(C)(C)C)C=C(S3)C3CCNCC3)N1CC1CCN(CC1)C(=O)OC(C)(C)C tert-butyl 4-[(2-butyl-7-(hexahydropyridin-4-yl)-4-(tert-butylamino)thieno[3,2-b]imidazo[4,5-d]pyridin-1-yl)methyl]hexahydropyridine-1-carboxylate